tert-butyl (S)-2-(((S)-1-cyano-2-(4'-cyano-3-fluoro-3'-(trifluoromethyl)-[1,1'-biphenyl]-4-yl)ethyl)carbamoyl)-1,4-oxazepane-4-carboxylate C(#N)[C@H](CC1=C(C=C(C=C1)C1=CC(=C(C=C1)C#N)C(F)(F)F)F)NC(=O)[C@H]1OCCCN(C1)C(=O)OC(C)(C)C